ClC1=C(C=CC(=C1)F)C=1C(=NN(C1NC1=C(C=C(C=C1[N+](=O)[O-])F)F)C)C 4-(2-chloro-4-fluorophenyl)-N-(2,4-difluoro-6-nitrophenyl)-1,3-dimethyl-1H-pyrazol-5-amine